OC(COC1=CC(=C(C=C1)C1=NC(=NC(=N1)C1=C(C=C(C=C1)C)C)C1=C(C=C(C=C1)C)C)O)COCCCCCCCCCCCC 2-[4-([2-hydroxy-3-dodecyloxypropyl]oxy)-2-hydroxyphenyl]-4,6-bis(2,4-dimethylphenyl)-1,3,5-triazine